C(C)(=O)O.C(CCC)N1CN(C=C1)CCCC 1,3-dibutyl-imidazole acetate